guanidinobutyraldehyde CCC(C=O)N=C(N)N